Ethyl-5-(2-(pyridin-2-yl)ethoxy)pyrimidin-4-amine C(C)C1=NC=C(C(=N1)N)OCCC1=NC=CC=C1